FC(CS(=O)(=O)NC1=C(C=CC=C1)C1=CC=C2[C@@H]([C@H](COC2=C1)CC1=NC=CC=C1)O)(F)F 2,2,2-Trifluoro-N-(2-((3S,4R)-4-hydroxy-3-(pyridin-2-ylmethyl)chroman-7-yl)phenyl)ethanesulfonamide